octadecane-4,10-diol CCCC(CCCCCC(CCCCCCCC)O)O